4-t-butyl-β-chloro-α-methylcinnamaldehyde C(C)(C)(C)C1=CC=C(C(=C(C=O)C)Cl)C=C1